2-((4-chlorobenzyl)thio)-1-(3-fluorophenyl)-4-phenyl-1H-imidazole ClC1=CC=C(CSC=2N(C=C(N2)C2=CC=CC=C2)C2=CC(=CC=C2)F)C=C1